C(C)(C)(C)OC(=O)NC1=CC(=C(N=N1)C=1CCN(CC1)C(=O)OC(C)(C)C)OC tert-Butyl 4-(6-{[(tert-butoxy)carbonyl]amino}-4-methoxypyridazin-3-yl)-1,2,3,6-tetrahydropyridine-1-carboxylate